P(=O)([O-])([O-])[O-].[Na+].[Ca+2] calcium-sodium phosphate